C(C)(C)=C1C=CC2=CC=CC=C12 isopropylideneinden